1-Methyl-6-trifluoromethyl-3-(2,2,7-trifluoro-3-oxo-4-prop-2-ynyl-3,4-dihydro-2H-benzo[1,4]oxazin-6-yl)-1H-pyrimidine CN1CN(CC=C1C(F)(F)F)C=1C(=CC2=C(N(C(C(O2)(F)F)=O)CC#C)C1)F